(S)-2-(ethylamino)-N-(4-((4-(trifluoromethyl)benzyl)oxy)benzyl)pentanamide C(C)N[C@H](C(=O)NCC1=CC=C(C=C1)OCC1=CC=C(C=C1)C(F)(F)F)CCC